C1(=CC=CC=C1)S(=O)(=O)NC=1C=C(C=CC1)/C=C/[C@@H](CCOC1=C(C=CC=C1)CCC(=O)NC)O 3-[2-[(E,3R)-5-[3-(Benzenesulfonamido)phenyl]-3-hydroxypent-4-enoxy]phenyl]-N-methylpropanamide